ethyl 1-[(3,3-difluoro-1-methylcyclobutyl)methyl]-3-(1-methoxycyclopropyl)-4-(trifluoromethyl)-1H-pyrazole-5-carboxylate FC1(CC(C1)(C)CN1N=C(C(=C1C(=O)OCC)C(F)(F)F)C1(CC1)OC)F